(6-((5-bromo-2-chloropyrimidin-4-yl)amino)-2-ethylquinolin-5-yl)dimethylphosphine oxide BrC=1C(=NC(=NC1)Cl)NC=1C(=C2C=CC(=NC2=CC1)CC)P(C)(C)=O